CC=1C(=NC=CC1)CN1C(NC2=NC=C(C=C21)C2=CC(=CC=C2)C(F)(F)F)=O 1-[(3-methyl-2-pyridinyl)methyl]-6-[3-(trifluoromethyl)phenyl]-3H-imidazo[4,5-b]pyridin-2-one